C(#N)[C@]1(O[C@@H]([C@H]([C@H]1O)O)COC(=O)OCC(C)C)C1=CC=C2C(=NC=NN21)NC(OCC(C)C)=O isobutyl (7-((2R,3R,4S,5R)-2-cyano-3,4-dihydroxy-5-(((isobutoxycarbonyl)oxy)methyl)tetrahydrofuran-2-yl)pyrrolo[2,1-f][1,2,4]triazin-4-yl)carbamate